4-((3R,4R)-1-(2,2-difluoroethyl)-4-((5,7-dimethyl-1H-indol-4-yl)oxy)piperidin-3-yl)benzoic acid FC(CN1C[C@H]([C@@H](CC1)OC1=C2C=CNC2=C(C=C1C)C)C1=CC=C(C(=O)O)C=C1)F